C(C)(C)(C)OC(=O)N1N=C(C2=NC(=C(C=C21)OC)Cl)I.ClC2=C(C=C1C(=N2)C(=NN1C(=O)OC(C)(C)C)C=1C=NN(C1)C)OC tert-Butyl 5-chloro-6-methoxy-3-(1-methyl-1H-pyrazol-4-yl)-1H-pyrazolo[4,3-b]pyridine-1-carboxylate tert-Butyl-5-chloro-3-iodo-6-methoxy-1H-pyrazolo[4,3-b]pyridine-1-carboxylate